(1R)-1-methyl-4-[(1-methylpyrazol-4-yl)(2H2)methyl]-5-oxo-1H,2H-imidazo[1,2-a]quinazoline-7-sulfonyl chloride C[C@@H]1CN=C2N1C1=CC=C(C=C1C(N2C([2H])([2H])C=2C=NN(C2)C)=O)S(=O)(=O)Cl